FC=1C=C(C=C(C1)NCCN)NC(=O)NC1=C(C=CC=C1)CO 1-[3-fluoro-5-(2-aminoethylamino)phenyl]-3-(2-hydroxymethylphenyl)urea